C(C1=CC=CC=C1)[C@H]1N(CC[C@H]1C)C1=NC(=CC(N1)=O)N1CCOCC1 2-((2R,3R)-2-benzyl-3-methylpyrrolidin-1-yl)-6-morpholinopyrimidin-4(3H)-one